Cl.C(C)N(CC)CCC(C(=O)O)C1=C(N=C(S1)C1=CC=CC=C1)C1=CC=C(C=C1)Cl diethylaminoethyl-4-(4-chlorophenyl)-2-phenyl-5-thiazoleacetic acid hydrochloride